CC1(CN2C(OC1)=C(C=N2)[S@](=O)(N)=NC(NC2=C1CCCC1=CC=C2C2=CC(NC=C2)=O)=O)C (S)-6,6-dimethyl-N'-((5-(2-oxo-1,2-dihydropyridin-4-yl)-2,3-dihydro-1H-inden-4-yl)carbamoyl)-6,7-dihydro-5H-pyrazolo[5,1-b][1,3]oxazine-3-sulfonimidamide